[N+](=O)([O-])C=1C=CC2=C(NC=N2)C1 6-nitro-1H-benzimidazole